5-((4-methoxyphenyl)amino)-2,4-diphenyl-4H-imidazol-4-ol COC1=CC=C(C=C1)NC=1C(N=C(N1)C1=CC=CC=C1)(O)C1=CC=CC=C1